6-(3-chlorobenzyl)-N4-(5-methyl-1H-pyrazol-3-yl)-1H-pyrazolo[3,4-d]Pyrimidine-4,6-diamine ClC=1C=C(CC2(N=C(C=3C(=N2)NNC3)NC3=NNC(=C3)C)N)C=CC1